C(C1=CC=CC=C1)N1C[C@@H]2CNC[C@@]2(C1)C Cis-2-benzyl-3a-methyl-octahydropyrrolo[3,4-c]pyrrole